C1C2=CC3C2(CNC3)CN1 hexahydro-1H-cyclobuta[1,2-c:1,4-c']dipyrrol